1-benzofuran-5-carbonitrile O1C=CC2=C1C=CC(=C2)C#N